O=C1NC(CCC1N1C(C2=CC=C(C=C2C1)C1CCN(CC1)CCCN1CCN(CC1)CCOC1=CC=C(C(=O)C=2C3=C(SC2C2=CC=C(C=C2)B(O)O)C=C(C=C3)O)C=C1)=O)=O (4-(3-(4-(2-(4-(3-(4-(2-(2,6-dioxopiperidin-3-yl)-1-oxoisoindolin-5-yl)piperidin-1-yl)propyl)piperazin-1-yl)ethoxy)benzoyl)-6-hydroxybenzo[b]thiophen-2-yl)phenyl)boronic acid